1-(2-(1H-indol-3-yl)ethyl)-6-ethoxy-7-methoxy-2-((tetrahydro-2H-pyran-4-yl)methyl)-1,2,3,4-tetrahydroisoquinoline N1C=C(C2=CC=CC=C12)CCC1N(CCC2=CC(=C(C=C12)OC)OCC)CC1CCOCC1